[C@H]12CNC[C@H](CC1)N2C2=NC(=NC1=CC(=CC=C21)C2=CC(=CC1=CC=CC=C21)O)OC=2C=C1CCN(CC1=CC2)C 4-(4-((1R,5S)-3,8-diazabicyclo[3.2.1]octan-8-yl)-2-((2-methyl-1,2,3,4-tetrahydroisoquinolin-6-yl)oxy)quinazolin-7-yl)naphthalen-2-ol